C1(CC1)N1N=CC(=C1C1=NC(=NO1)[C@@H]1C(C12CCN(CC2)S(=O)(=O)N)(F)F)C(F)(F)F (2R)-2-{5-[1-cyclopropyl-4-(trifluoromethyl)-1H-pyrazol-5-yl]-1,2,4-oxadiazol-3-yl}-1,1-difluoro-6-azaspiro[2.5]octane-6-sulfonamide